3,5-diiodo-4-methoxybenzoic acid IC=1C=C(C(=O)O)C=C(C1OC)I